FC=1C=C(C=C(C1)F)C1=NO[C@@](C1)(C=C)C(=O)N[C@@H]1C[C@@H](OC1)C(=O)OC methyl (2R,4R)-4-({[(5S)-3-(3,5-difluorophenyl)-5-vinyl-4,5-dihydroisoxazol-5-yl]carbonyl}amino)tetrahydrofuran-2-carboxylate